FC(S(=O)(=O)[O-])(F)F.C(C)(=O)C1=C(C=C(C=C1)SC1=CC=C(C=C1)[S+](C1=CC=C(C=C1)SC1=CC(=C(C=C1)C(C)=O)CC)C1=CC=C(C=C1)SC1=CC(=C(C=C1)C(C)=O)CC)CC tris[4-(4-acetyl-3-ethylphenylthio)phenyl]sulfonium trifluoromethanesulfonate